C1(CCCCC1)C1=CN=C(S1)N1CC2CNCCC2C1 2-(5-Cyclohexylthiazol-2-yl)octahydro-5H-pyrrolo[3,4-c]pyridine